(1R,5S)-3-(8-cyanoquinolin-5-yl)-N-(trans-3-morpholinocyclobutyl)-5-(trifluoromethyl)-3-azabicyclo[3.1.0]hexane-1-carboxamide C(#N)C=1C=CC(=C2C=CC=NC12)N1C[C@]2(C[C@]2(C1)C(F)(F)F)C(=O)N[C@@H]1C[C@H](C1)N1CCOCC1